The molecule is a member of the class of phenols that is o-cresol in which the hydrogen para to the hydroxy group is replaced by a chlorine. It is a member of phenols and a member of monochlorobenzenes. It derives from an o-cresol. CC1=C(C=CC(=C1)Cl)O